5-(Phenylethynyl)pyrrolidin-2-one C1(=CC=CC=C1)C#CC1CCC(N1)=O